N-(2-hydroxyethyl)-N-methylammonium methylsulfate COS(=O)(=O)[O-].OCC[NH2+]C